methyl (S)-1-(2-(4-(5-(3,5-difluorophenyl)-4,5-dihydro-1H-pyrazole-1-carbonyl) piperazin-1-yl)-5-fluoropyrimidin-4-yl)-1H-pyrazole-4-carboxylate FC=1C=C(C=C(C1)F)[C@@H]1CC=NN1C(=O)N1CCN(CC1)C1=NC=C(C(=N1)N1N=CC(=C1)C(=O)OC)F